O1C(OCCC1)C1=CC=C(C=C1)C=1SC(=CN1)B(O)O (2-(4-(1,3-dioxan-2-yl)phenyl)thiazol-5-yl)boronic acid